2-amino-N-(isoquinolin-4-yl)-5-(trifluoromethoxy)benzamide NC1=C(C(=O)NC2=CN=CC3=CC=CC=C23)C=C(C=C1)OC(F)(F)F